C(C)(=O)C1=C(C2=C(N=C(N=C2)NC2=NC=3CC[C@H](CC3C=C2)CO[Si](C)(C)C(C)(C)C)N(C1=O)C1CCCC1)C (R)-6-acetyl-2-((6-(((tert-butyldimethylsilyl)oxy)methyl)-5,6,7,8-tetrahydroquinolin-2-yl)amino)-8-cyclopentyl-5-methylpyrido[2,3-d]pyrimidin-7(8H)-one